NC1CC2(C1)CCN(CC2)C2=C(C=C(C=C2)NC2=NC=C(C(=N2)NC2=C(C=CC=C2)P(C)(C)=O)OC)C (2-((2-((4-(2-amino-7-azaspiro[3.5]nonan-7-yl)-3-methylphenyl)amino)-5-methoxypyrimidin-4-yl)amino)phenyl)dimethylphosphine oxide